N1=C(C=CC=C1)C=1SC(=C(N1)C)C(C)=O 2-(pyridine-2-yl)-4-methyl-5-acetyl-thiazole